FC1=C(CNC=2C3=C(N=C(N2)NC(C)C)C=CS3)C=CC=C1OC N4-(2-fluoro-3-methoxybenzyl)-N2-isopropylthieno[3,2-d]pyrimidine-2,4-diamine